2-[3-[(1-tert-butoxycarbonyl-4-piperidyl)oxy]isoxazol-5-yl]-3-methyl-butanoic acid C(C)(C)(C)OC(=O)N1CCC(CC1)OC1=NOC(=C1)C(C(=O)O)C(C)C